BrC=1C(=C(C=CC1)C=1NC2=C(N1)C=C(C=C2C#N)CO)C 2-(3-bromo-2-methyl-phenyl)-6-(hydroxymethyl)-3H-benzimidazole-4-carbonitrile